C(=C)Br Vinylbromid